FC1=C(OC=2C=CN=C3C=C(C(=NC23)OC2(CC2)C(=O)OC)OC)C(=CC(=C1)[N+](=O)[O-])F methyl 1-((8-(2,6-difluoro-4-nitrophenoxy)-3-methoxy-1,5-naphthyridin-2-yl) oxy)cyclopropane-1-carboxylate